C(C)(C)OC1=C(C=CC=C1)NC1=CSC=2C1=NC(=CC2)C=2C=NN(C2)C N-(2-isopropoxyphenyl)-5-(1-methyl-1H-pyrazol-4-yl)thieno[3,2-b]pyridin-3-amine